CN1CC2(C1)CC(C2)OS(=O)(=O)C2=CC=C(C=C2)C 4-methylbenzenesulfonic acid (2-methyl-2-azaspiro[3.3]hept-6-yl) ester